7-((1-Phenylethyl)amino)-2-(((tetrahydro-2H-pyran-4-yl)thio)methyl)quinazolin C1(=CC=CC=C1)C(C)NC1=CC=C2C=NC(=NC2=C1)CSC1CCOCC1